C(C)(C)(C)OC(=O)N[C@H](CN1C=C(C=C1)C(=O)O)C (S)-1-(2-((tert-Butoxycarbonyl)amino)propyl)-1H-pyrrole-3-carboxylic acid